COC(=O)C=1NC1 azirinecarboxylic acid methyl ester